6'-fluoro-1'-methyl-4'-oxo-3',4'-dihydro-1'h-spiro[piperidine-4,2'-quinoline]-1-carboxylic acid tert-butyl ester C(C)(C)(C)OC(=O)N1CCC2(N(C3=CC=C(C=C3C(C2)=O)F)C)CC1